(S)-3-(2-benzyl-3-chloro-7-oxo-2,4,5,7-tetrahydro-6H-pyrazolo[3,4-c]pyridin-6-yl)-7,8-dimethoxy-5-methyl-2,3-dihydrobenzo[b][1,4]oxazepine-4(5H)-one C(C1=CC=CC=C1)N1N=C2C(N(CCC2=C1Cl)[C@@H]1C(N(C2=C(OC1)C=C(C(=C2)OC)OC)C)=O)=O